((6-(difluoromethoxy)-2-(3'-(6-(difluoromethoxy)-5-((3-fluoropyrrolidin-1-yl)methyl)benzo[d]oxazol-2-yl)-2,2'-dimethyl-[1,1'-biphenyl]-3-yl)benzo[d]oxazol-5-yl)methyl)-L-proline FC(OC1=CC2=C(N=C(O2)C=2C(=C(C=CC2)C2=C(C(=CC=C2)C=2OC3=C(N2)C=C(C(=C3)OC(F)F)CN3CC(CC3)F)C)C)C=C1CN1[C@@H](CCC1)C(=O)O)F